3-fluoro-6-hydroxy-3,4-dihydro-1H-quinolin-2-one FC1C(NC2=CC=C(C=C2C1)O)=O